2-(2-Oxopyrrolidin-1-yl)ethyl-(7-fluoro-6-(8-methyl-2,3-dihydro-1H-pyrido[2,3-b][1,4]oxazin-7-yl)isochinolin-3-yl)carbamat O=C1N(CCC1)CCOC(NC=1N=CC2=CC(=C(C=C2C1)C1=C(C2=C(OCCN2)N=C1)C)F)=O